N-(4-fluoro-5-(hydroxymethyl-d2)thiazol-2-yl)acetamide FC=1N=C(SC1C([2H])([2H])O)NC(C)=O